tert-butyl 2-bromo-6-isopropyl-5-(8-methyl-[1,2,4]triazolo[1,5-a]pyridin-6-yl)thieno[3,2-b]pyrrole-4-carboxylate BrC1=CC=2N(C(=C(C2S1)C(C)C)C=1C=C(C=2N(C1)N=CN2)C)C(=O)OC(C)(C)C